1-[[[4-(4-fluoro-2-methyl-1H-indol-5-yl)oxy-6-methoxy-quinoline-7-yl]oxy]methyl]cyclopropylamine FC1=C2C=C(NC2=CC=C1OC1=CC=NC2=CC(=C(C=C12)OC)OCC1(CC1)N)C